ClC=1C(=C2C=NNC2=C(C1F)NC(C(F)F)C)C1=CC=2N(C=C1)N=C(C2)NC(=O)C2C(C2)F N-(5-(5-chloro-7-((1,1-difluoropropan-2-yl)amino)-6-fluoro-1H-indazol-4-yl)pyrazolo[1,5-a]pyridin-2-yl)-2-fluorocyclopropane-1-carboxamide